FC=1C=C2C(N(C(NC2=CC1)=S)CCC1CN(C1)C(=O)OC(C)(C)C)=O tert-Butyl 3-(2-(6-fluoro-4-oxo-2-thioxo-1,4-dihydroquinazolin-3(2H)-yl)ethyl)azetidine-1-carboxylate